N-(((1r,3r)-3-(5,7-difluoro-2-(4-fluorophenyl)-1H-indol-3-yl)cyclobutyl)methyl)methanesulfonamide FC=1C=C2C(=C(NC2=C(C1)F)C1=CC=C(C=C1)F)C1CC(C1)CNS(=O)(=O)C